cyclopropyl-1',2',3',6'-tetrahydro-[3,4'-bipyridine]-6-carboxamide C1(CC1)C1=NC(=CC=C1C=1CCNCC1)C(=O)N